(pentafluorophenyl)boron lithium [Li].FC1=C(C(=C(C(=C1[B])F)F)F)F